N-(3-((2,6-dioxopiperidin-3-yl)amino)phenyl)acetamide O=C1NC(CCC1NC=1C=C(C=CC1)NC(C)=O)=O